F[C@H](C1=CC2=C(SC(=C2)C(N[C@H]2CCCC[C@@H]3N(C2=O)[C@@H](CC3)C(=O)N3C2(CC2)C[C@H](C3)C=3C=NC=CC3)=O)C=C1)P(O)(O)=O ((S)-fluoro(2-(((3S,6S,10aS)-5-oxo-3-((S)-6-(pyridin-3-yl)-4-azaspiro[2.4]heptane-4-carbonyl)decahydropyrrolo[1,2-a]azocin-6-yl)carbamoyl)benzo[b]thiophen-5-yl)methyl)phosphonic acid